ClC1=C(C=C(OCC(=O)NC23CCC(C2)(C3)NC(COC3=CC=C2C=NNC2=C3)=O)C=C1)F 2-(4-chloro-3-fluorophenoxy)-N-(4-{2-[(1H-indazol-6-yl)oxy]acetylamino}bicyclo[2.1.1]hex-1-yl)acetamide